N[C@H]1CS(C2=C(N(C1=O)CC1=CC=C(C=C1)Cl)C=C(C(=C2)F)C=2OC(=NN2)NC2CN(CCC2)CC(F)(F)F)(=O)=O (3R)-3-amino-5-[(4-chlorophenyl)methyl]-8-fluoro-1,1-dioxo-7-[5-[[1-(2,2,2-trifluoroethyl)-3-piperidyl]amino]-1,3,4-oxadiazol-2-yl]-2,3-dihydro-1lambda6,5-benzothiazepin-4-one